[W](Cl)(Cl)(Cl)(Cl)(Cl)Cl.ClC1(C(CN(CC1)C(=O)OCC1=CC=CC=C1)C)Cl Benzyl 4,4-dichloro-3-methylpiperidine-1-carboxylate Tungsten(VI) chloride